O1C=NC=C1C1=CC=C(C=N1)/C=C/C=1C=NC(=NC1)N1C[C@@H](N(CC1)C1=NC=NC=N1)COCCO (R,E)-2-((4-(5-(2-(6-(oxazol-5-yl)pyridin-3-yl)vinyl)pyrimidin-2-yl)-1-(1,3,5-triazin-2-yl)piperazin-2-yl)methoxy)ethan-1-ol